tert-butyl (1R,4R)-5-(2-{[4-(5-cyclopropyl-1,2,4-oxadiazol-3-yl)-4-methylpiperidine-1-carbonyl]amino}-3-fluorophenyl)-2,5-diazabicyclo[2.2.1]heptane-2-carboxylate C1(CC1)C1=NC(=NO1)C1(CCN(CC1)C(=O)NC1=C(C=CC=C1F)N1[C@H]2CN([C@@H](C1)C2)C(=O)OC(C)(C)C)C